C(C)(C)OC1=CC=C(C=N1)C1=CC=C(C=C1)C(C)=O 1-(4-(6-isopropoxypyridin-3-yl)phenyl)ethan-1-one